OCCN1CCN(CC1)C1=CC(=NC=2N1N=C(C2C2=CC=CC=C2)C)C=2C=C(C=CC2)CCCCCCCN2CCC(CC2)NC=2C=C(C=CC2)NC2C(NC(CC2)=O)=O 3-((3-((1-(7-(3-(7-(4-(2-hydroxyethyl)-piperazin-1-yl)-2-methyl-3-phenyl-pyrazolo[1,5-a]pyrimidin-5-yl)phenyl)heptyl)piperidin-4-yl)amino)phenyl)amino)piperidine-2,6-dione